C(C=1C(C(=O)[O-])=CC=CC1)(=O)OCC(C(C)C)(C)C dl-2,2,3-trimethylbutyl phthalate